COC1=C(C=CC(=C1)OC)NC(CCN1C(C=2N(C3=CC=CC=C13)C=CC2)=O)=O N-(2,4-dimethoxyphenyl)-3-(4-oxo-pyrrolo[1,2-a]quinoxalin-5(4H)-yl)propionamide